C(C)(C)(C)C1=CC(=NC(=N1)C1=C2C(=NC=C1)NC=C2)N2[C@@H](COCC2)C (3R)-4-(6-tert-butyl-2-[1H-pyrrolo[2,3-b]pyridin-4-yl]pyrimidin-4-yl)-3-methylmorpholine